Cl.[C@H]12NC[C@H]([C@H](C1)OCC=1C(=NOC1C1CC1)C1=C(C=CC=C1Cl)Cl)C2 4-((((1r,4r,5s)-2-azabicyclo[2.2.1]heptan-5-yl)oxy)methyl)-5-cyclopropyl-3-(2,6-dichlorophenyl)isoxazole HCl salt